N=1C=NN2C1C=C(C=C2)C(C)=O 1-([1,2,4]Triazolo[1,5-a]pyridin-7-yl)ethanone